(S)-3-(1-(4-(4-(4-chloro-1-methyl-1H-pyrazol-5-yl)-5-fluoropyrimidin-2-yl)piperazine-1-carbonyl)-4,5-dihydro-1H-pyrazol-5-yl)-5-fluorobenzonitrile ClC=1C=NN(C1C1=NC(=NC=C1F)N1CCN(CC1)C(=O)N1N=CC[C@H]1C=1C=C(C#N)C=C(C1)F)C